C6-Iodopyrimidin IC1=CC=NC=N1